(1r,5s)-tert-butyl 1-(4-(6-amino-5-(((1r,4r)-4-hydroxycyclohexyl) carbamoyl) pyridin-3-yl) phenyl)-3-azabicyclo[3.1.0]hexane-3-carboxylate NC1=C(C=C(C=N1)C1=CC=C(C=C1)[C@@]12CN(C[C@H]2C1)C(=O)OC(C)(C)C)C(NC1CCC(CC1)O)=O